methyl 2-acetamido-4-bromo-3-fluoro-5-iodobenzoate C(C)(=O)NC1=C(C(=O)OC)C=C(C(=C1F)Br)I